(3E)-6-(hexoxymethoxy)-3-hexenyl-magnesium bromide C(CCCCC)OCOCC/C=C/CC[Mg]Br